C[Si](OC1CCCC1)(C)C (Trimethylsiloxy)cyclopentane